molybdenum palmitoate C(CCCCCCCCCCCCCCC)(=O)[O-].[Mo+4].C(CCCCCCCCCCCCCCC)(=O)[O-].C(CCCCCCCCCCCCCCC)(=O)[O-].C(CCCCCCCCCCCCCCC)(=O)[O-]